CC=1OC2=NC(=CC(=C2N1)C)C=1N=C2N(C(C1)=O)C=C(S2)N2CCNCC2 7-(2,7-dimethyloxazolo[5,4-b]pyridin-5-yl)-2-piperazin-1-yl-thiazolo[3,2-a]pyrimidin-5-one